NC(C[O-])(C[O-])C 2-amino-2-methyl-propane-1,3-diolate